3,4,4-trimethylpiperidine CC1CNCCC1(C)C